C(C)C1=CNC2=NC=C(C=C21)C=2C=CC(=C(C2)P(C)(C)=O)CO (5-(3-Ethyl-1H-pyrrolo[2,3-b]pyridin-5-yl)-2-(hydroxymethyl)phenyl)dimethylphosphine oxide